C(C)(C)(C)OC(=O)N[C@@H](CSC(C1=CC=CC=C1)(C1=CC=CC=C1)C1=CC=CC=C1)C(=O)O N-(tert-butyloxycarbonyl)-S-trityl-L-cysteine